2-(tridecylamino)benzoic acid C(CCCCCCCCCCCC)NC1=C(C(=O)O)C=CC=C1